(1R,2S)-N-(6-(5-chloro-7-(cyclopropyl-(methyl)amino)-6-fluoro-1H-indazol-4-yl)imidazo[1,2-a]pyrazin-2-yl)-2-fluorocyclopropane-1-carboxamide ClC=1C(=C2C=NNC2=C(C1F)N(C)C1CC1)C=1N=CC=2N(C1)C=C(N2)NC(=O)[C@@H]2[C@H](C2)F